BrC=1C=C(C(=C(C1)NC1COC1)[N+](=O)[O-])F N-(5-bromo-3-fluoro-2-nitrophenyl)oxetan-3-amine